(R)-7-(7-aminohept-5-yn-1-yl)-N-(1-(3-bromophenyl)ethyl)-6-methoxy-2-methylquinazolin-4-amine NCC#CCCCCC1=C(C=C2C(=NC(=NC2=C1)C)N[C@H](C)C1=CC(=CC=C1)Br)OC